P1(=O)(OC2(C(=C3C=CC=CC3=CC2)C2=CC=CC3=CC=CC=C23)O1)O (S)-1,1-Binaphthalene-2,2-diyl Hydrogen phosphate